[Si](C)(C)(C(C)(C)C)N1[C@@H](CC1=O)C(=O)OCC1=CC=CC=C1 benzyl (S)-1-(tert-butyldimethylsilyl)-4-oxoazetidine-2-carboxylate